C(\C=C\C(=O)O)(=O)O.NC[C@H]1CN(CCC1)C1=C(C=CC(=C1C(F)(F)F)OC1=CC(=CC=C1)F)NC(=O)C=1N=C(SC1)C1=CN=NC=C1 N-{2-[(3S)-3-(Aminomethyl)piperidin-1-yl]-4-(3-fluorophenoxy)-3-(trifluoromethyl)phenyl}-2-(pyridazin-4-yl)-1,3-thiazol-4-carboxamid mono[(2E)-but-2-endioate]